ClC=1C=C2C=NC(=NC2=CC1N1CCC(CC1)N1CCCC1)NC=1C=NN(C1Cl)C1CC1 6-chloro-N-(5-chloro-1-cyclopropyl-1H-pyrazol-4-yl)-7-[4-(pyrrolidin-1-yl)piperidin-1-yl]quinazolin-2-amine